iron manganese phosphate dihydrate O.O.P(=O)([O-])([O-])[O-].[Mn+2].[Fe+2]